1-(7-(5,6-dimethyl-1H-indazol-4-yl)-8-fluoro-2-((tetrahydro-1H-pyrrolizin-7a(5H)-yl)methoxy)pyrido[4,3-d]pyrimidin-4-yl)-3-methylpiperidin-3-ol CC=1C(=C2C=NNC2=CC1C)C1=C(C=2N=C(N=C(C2C=N1)N1CC(CCC1)(O)C)OCC12CCCN2CCC1)F